r-binaphthyl-5,5'-disulfonate C1(=CC=CC=2C(=CC=CC12)S(=O)(=O)[O-])C1=CC=CC=2C(=CC=CC12)S(=O)(=O)[O-]